N1C(C=CC2=C1C=NNC2=O)=O pyrido[2,3-d]pyridazine-2,5(1H,6H)-dione